4-(pyrrolidin-1-ylmethyl)-1-(5-(6-ethoxy-1H-pyrazolo[3',4':3,4]pyrazolo[1,5-a]pyridin-4-yl)pyridin-2-yl)-N-isobutylpiperidin-4-amide N1(CCCC1)CC1(CCN(CC1)C1=NC=C(C=C1)C=1C=2N(C=C(C1)OCC)N=C1C2C=NN1)C(=O)NCC(C)C